C(C)OC(/C(=C/[C@H]1N(C(OC1)(C)C)C(=O)OC(C)(C)C)/F)=O tert-butyl (R,Z)-4-(3-ethoxy-2-fluoro-3-oxoprop-1-en-1-yl)-2,2-dimethyloxazolidine-3-carboxylate